4-decyloxymethoxy-1-methylbutyllithium C(CCCCCCCCC)OCOCCCC(C)[Li]